C(C)OC=1C(=CC2=C(SC=C2)C1)CCNC(OC(C)(C)C)=O tert-butyl (2-(6-ethoxybenzo[b]thiophen-5-yl)ethyl)carbamate